((3',5'-dimethoxy-4'-methyl-4-nitro-[1,1'-biphenyl]-2-yl)methoxy)-2,3-dihydro-1H-indene COC=1C=C(C=C(C1C)OC)C1=C(C=C(C=C1)[N+](=O)[O-])COC1CCC2=CC=CC=C12